1-(7-(6-(4-ethylpiperazin-1-yl)pyridin-2-yl)-2,7-diazaspiro[3.5]nonan-2-yl)prop-2-en-1-one ruthenium [Ru].C(C)N1CCN(CC1)C1=CC=CC(=N1)N1CCC2(CN(C2)C(C=C)=O)CC1